(R,Z)-1-((3'-chloro-5-methoxy-[1,1'-biphenyl]-2-yl)sulfonyl)-4-fluoro-N-(4-(methylsulfonyl)but-3-en-2-yl)piperidine-4-carboxamide ClC=1C=C(C=CC1)C1=C(C=CC(=C1)OC)S(=O)(=O)N1CCC(CC1)(C(=O)N[C@H](C)\C=C/S(=O)(=O)C)F